CN1C(=C2OC[C@H]3[C@@H](NS(C2=C1)(=O)=O)CN(C3)C(=O)OC(C)(C)C)C(NC3=CC(=C(C(=C3)F)F)F)=O tert-Butyl (3aR,10aR)-7-methyl-8-((3,4,5-trifluorophenyl)carbamoyl)-3a,4,10,10a-tetrahydro-1H,7H-dipyrrolo[3,4-b:3',4'-f][1,4,5]oxathiazocin-2(3H)-carboxylat-5,5-dioxid